N1(CCCC1)CC1(CCC1)CNC(=O)C1=CC2=C(S1)CCCCCC2 N-[[1-(pyrrolidin-1-ylmethyl)cyclobutyl]methyl]-4,5,6,7,8,9-hexahydrocycloocta[b]thiophene-2-carboxamide